ethyl 1-{1-[4-chloro-4'-(piperazin-1-yl)[1,1'-biphenyl]-2-yl]piperidin-3-yl}-5-(difluoromethyl)-1H-pyrazole-4-carboxylate hydrochloride Cl.ClC1=CC(=C(C=C1)C1=CC=C(C=C1)N1CCNCC1)N1CC(CCC1)N1N=CC(=C1C(F)F)C(=O)OCC